(S)-2-((2-((1-methoxy-3,3-dimethyl-1,3-dihydrobenzo[c][1,2]oxaborol-5-yl)amino)-5-(3-(quinuclidin-4-yl)-1,2,4-oxadiazol-5-yl)pyrimidin-4-yl)amino)-2-phenylethan-1-ol COB1OC(C2=C1C=CC(=C2)NC2=NC=C(C(=N2)N[C@H](CO)C2=CC=CC=C2)C2=NC(=NO2)C21CCN(CC2)CC1)(C)C